C(#N)C=1C=C(C=CC1)C=1N=C(SC1C1=CC(=NC(=C1)C)C)NC(=O)N1C[C@@H]2OCCN([C@@H]2C1)C |r| rac-(4aR,7aS)-N-[4-(3-Cyanophenyl)-5-(2,6-dimethyl-4-pyridyl)thiazol-2-yl]-4-methyl-2,3,4a,5,7,7a-hexahydropyrrolo[3,4-b][1,4]oxazine-6-carboxamide